1,1,2-trichloro-1,2,2-trivinyldisilane Cl[Si]([Si](C=C)(C=C)Cl)(C=C)Cl